2-(7-hydroxy-6-methoxy-4-methyl-2-oxo-2H-chromen-3-yl)-N-(6-methoxypyridin-3-yl)acetamide OC1=C(C=C2C(=C(C(OC2=C1)=O)CC(=O)NC=1C=NC(=CC1)OC)C)OC